BrC=1C=C2C(=CC(=NC2=C(C1)F)C)[C@@H](C)O |r| (±)-1-(6-Bromo-8-fluoro-2-methylquinolin-4-yl)ethan-1-ol